4-(4-propenoylpiperazin-1-yl)-7-(2-amino-3,5-dichloro-6-fluorophenyl)-6-chloro-1-(2-isopropyl-4-methylpyridin-3-yl)-2-oxo-1,2-dihydro-1,8-naphthyridine-3-carbonitrile C(C=C)(=O)N1CCN(CC1)C1=C(C(N(C2=NC(=C(C=C12)Cl)C1=C(C(=CC(=C1F)Cl)Cl)N)C=1C(=NC=CC1C)C(C)C)=O)C#N